2-phenylamino-2,4,6,8-tetramethylcyclotetrasiloxane C1(=CC=CC=C1)N[Si]1(O[SiH](O[SiH](O[SiH](O1)C)C)C)C